ClC1=CC=C(C=C1)C1=C(C(=CC(=N1)C(CNC(=O)C=1C=C2C=C(C=NC2=C(C1)OC)C)(O)C1CC1)C(C)(C)O)F (-)-N-{2-[6-(4-chlorophenyl)-5-fluoro-4-(2-hydroxypropan-2-yl)pyridin-2-yl]-2-cyclopropyl-2-hydroxyEthyl}-8-methoxy-3-methylquinoline-6-carboxamide